S1C(=NC=C1)C1=CC=C(C=2N=C(OC21)N2CC1CCC(C2)N1C(=O)OC(C)(C)C)C(C(F)(F)F)OCC(F)(F)F tert-Butyl 3-(7-(thiazol-2-yl)-4-(2,2,2-trifluoro-1-(2,2,2-trifluoroethoxy)ethyl)benzo[d]oxazol-2-yl)-3,8-diazabicyclo[3.2.1]octane-8-carboxylate